NC=1C=CC(=C2CCCC12)N1CCC(CC1)N(C)C 1-(7-amino-2,3-dihydro-1H-inden-4-yl)-N,N-dimethylpiperidin-4-amine